C(C)(=O)C1=CC=C(C=C1)NC(=O)[C@H]1C(CCC[C@@H]1C)(C)C (1R,6S)-N-(4-acetylphenyl)-2,2,6-trimethylcyclohexane-1-carboxamide